NC1=C(C(=C(C(=O)O)C(=C1F)F)F)F 4-Amino-2,3,5,6-tetrafluoro-benzoic Acid